O1C=C(C=C1)C=1C(=C(NC1C1=NC2=C(N1)C=CC(=C2)N2CCN(CC2)C)C)C(C)=O 1-(4-(furan-3-yl)-2-methyl-5-(5-(4-methylpiperazin-1-yl)-1H-benzo[d]imidazol-2-yl)-1H-pyrrol-3-yl)ethan-1-one